N1,N19-bis((S)-16,20-diamino-oxo-4,7,10-trioxa-14-azaicosyl)-4,7,10,13,16-pentaoxanonadecanediamide N[C@H](CNCCCOCCOCCOCCCNC(CCOCCOCCOCCOCCOCCC(=O)NCCCOCCOCCOCCCNC[C@H](CCCC(N)=O)N)=O)CCCC(N)=O